ethyl-8-{2-[l-1-(dimethylamino)octadecyl]cyclopropyl}octanoate C(C)OC(CCCCCCCC1C(C1)C(CCCCCCCCCCCCCCCCC)N(C)C)=O